N1(N=CC=C1)C1=NC=CC=C1 2-(1H-pyrazole-1-yl)pyridine